FC1=CC=C(C=C1)C(=CC(C(=O)O)CC(=O)O)C1=CC=CC=C1 2-(2-(4-fluoro-phenyl)-2-phenyl-vinyl)succinic acid